C(C1=CC=CC=C1)N1CC=2C(N(C=3N(C2CC1)CCN3)CC3=C(C=CC=C3)C)=O 7-Benzyl-4-(2-methylbenzyl)-1,2,6,7,8,9-hexahydroimidazo[1,2-a]pyrido[3,4-e]pyrimidin-5(4H)-on